C(C)(=O)C=1C=C(C=C2C(=C(C(=NC12)C=1CCOCC1)C)C(=O)N)C 8-acetyl-2-(3,6-dihydro-2H-pyran-4-yl)-3,6-dimethylquinoline-4-carboxamide